(S)-N-Boc-α-methyl-4-iodo-3-methoxyphenylalanine benzyl ester C(C1=CC=CC=C1)OC([C@@](NC(=O)OC(C)(C)C)(CC1=CC(=C(C=C1)I)OC)C)=O